N-(6-amino-5-ethylpyridin-3-yl)-2-((2R,5S)-2-(2-(3-((Dimethylamino)methyl)oxetan-3-yl)benzo[d]thiazol-5-yl)-5-methylpiperidin-1-yl)-2-oxoacetamide NC1=C(C=C(C=N1)NC(C(=O)N1[C@H](CC[C@@H](C1)C)C=1C=CC2=C(N=C(S2)C2(COC2)CN(C)C)C1)=O)CC